ClC1=NC=2C(=NC(=C(C2)F)C2=C(C=C(C=C2)C(F)(F)F)OC)N1 2-Chloro-6-fluoro-5-(2-methoxy-4-(trifluoromethyl)phenyl)-3H-imidazo[4,5-b]pyridine